CN1C(C2=C(C(=C1)C(C)C1=CC=CC=C1)C=C(N2)C(=O)NC2CCOCC2)=C=O 6-methyl-7-carbonyl-4-(1-phenylethyl)-N-(tetrahydro-2H-pyran-4-yl)-6,7-dihydro-1H-pyrrolo[2,3-c]pyridine-2-carboxamide